ClC1=C(C=CC(=C1)CN(C(OC(C)(C)C)=O)CCC(=N)NN)C1=CC=CC=C1 tert-Butyl ((2-chloro-[1,1'-biphenyl]-4-yl)methyl)(3-hydrazinyl-3-iminopropyl)carbamate